dichlorobis[di-tert-butyl-(p-dimethylaminophenyl)phosphino]palladium Cl[Pd](P(C(C)(C)C)(C(C)(C)C)C1=CC=C(C=C1)N(C)C)(P(C1=CC=C(C=C1)N(C)C)(C(C)(C)C)C(C)(C)C)Cl